CC1(C=CC(CC1)C(C)C)O 1-methyl-4-(1-methylethyl)2-cyclohexen-1-ol